5-bromo-N-[(1R)-1-[3-(difluoromethyl)-2-fluoro-phenyl]ethyl]-2-[[(2S)-2-hydroxypropyl]amino]pyridine-3-carboxamide BrC=1C=C(C(=NC1)NC[C@H](C)O)C(=O)N[C@H](C)C1=C(C(=CC=C1)C(F)F)F